BrC=1C(=CC=2C3=C(C(=NC2C1)N1CC(C1)N(C)C)N=CN3[C@@H]3C[C@H](N(CC3)C(=O)OC(C)(C)C)CC(=O)OC(C)(C)C)Cl tert-butyl (2S,4S)-4-(7-bromo-8-chloro-4-(3-(dimethylamino)azetidin-1-yl)-1H-imidazo[4,5-c]quinolin-1-yl)-2-(2-(tert-butoxy)-2-oxoethyl)piperidine-1-carboxylate